3-(1H-imidazo[4,5-c]pyridine-2-yl)-1H-pyrazolo[3,4-B]pyridine N1C(=NC=2C=NC=CC21)C2=NNC1=NC=CC=C12